(R)-1-(3-((2-(2-(Benzyloxy)-4,6-dihydroxybenzoyl)-1,2,3,4-tetrahydro-isoquinolin-8-yl)amino)pyrrolidin-1-yl)ethan-1-one C(C1=CC=CC=C1)OC1=C(C(=O)N2CC3=C(C=CC=C3CC2)N[C@H]2CN(CC2)C(C)=O)C(=CC(=C1)O)O